C(C)N(CC)CCN(CCOC(OC(CCCCCCCCCC(=O)OCC(CCCCCC)CCCC)CCCCCC)=O)C(C)C 2-butyloctyl 3-ethyl-12-hexyl-6-isopropyl-10-oxo-9,11-dioxa-3,6-diazaheneicosane-21-carboxylate